CC=1C(=C2C=NN(C2=CC1C)C1OCCCC1)N1CC=2N=C(N=C(C2CC1)N1C[C@@H](NCC1)CC#N)OCC1(CC1)N1CCOCC1 2-((2S)-4-(7-(5,6-dimethyl-1-(tetrahydro-2H-pyran-2-yl)-1H-indazol-4-yl)-2-((1-morpholinylcyclopropyl)methoxy)-5,6,7,8-tetrahydropyrido[3,4-d]pyrimidin-4-yl)piperazin-2-yl)acetonitrile